FC1=CC=C(C=C1)C(N1C[C@@H](N(C[C@H]1C)C1=NC=2N(C3=C1OC=C3)C=NN2)C)C2=CC=C(C=C2)F 5-((2S,5R)-4-(bis(4-fluorophenyl)methyl)-2,5-dimethylpiperazin-1-yl)furo[2,3-e][1,2,4]triazolo[4,3-a]pyrimidine